C(#N)C1=CC=C(C=N1)NC(OC(C)(C)C)=O tert-butyl (6-cyanopyridin-3-yl)carbamate